ethyl N-(4-chlorophenyl)-P-(4-(5-(trifluoromethyl)-1,3,4-oxadiazol-2-yl)benzyl)phosphonamidate ClC1=CC=C(C=C1)NP(OCC)(=O)CC1=CC=C(C=C1)C=1OC(=NN1)C(F)(F)F